[Sn]=O.[Zn].[Zr] zirconium zinc Tin Oxide